5-[4-amino-5-(trifluoromethyl)-pyrrolo[2,1-f][1,2,4]triazin-7-yl]-N-[(3R,4S)-1-[2-(2,2-difluoro-1-hydroxyethyl)-cyclopentyl]-4-fluoro-pyrrolidin-3-yl]-2-methoxy-pyridine-3-carboxamide NC1=NC=NN2C1=C(C=C2C=2C=C(C(=NC2)OC)C(=O)N[C@@H]2CN(C[C@@H]2F)C2C(CCC2)C(C(F)F)O)C(F)(F)F